CC=1C(=NN(C1)CC(=O)OCC)[N+](=O)[O-] Ethyl 2-(4-methyl-3-nitro-pyrazol-1-yl)acetate